O1C=CN=CC=NC=CN=CC=C(N=CC=C1)C(=O)O oxa[4,7,10,14]tetraazacycloheptadecine-13-carboxylic acid